C1N(CC2=CC=CC=C12)C=C (1,3-dihydro-isoindol-2-yl)ethylene